Cl.C(C)NCC1=CC(=C(C=C1)C1=C2C=CC(NC2=NC=C1)=O)F 5-(4-((ethylamino)methyl)-2-fluorophenyl)-1,8-naphthyridin-2(1H)-one hydrochloride